(R)-(2-(bicyclo[2.1.1]hexan-1-ylamino)-1-cyclopentyl-2-oxoethyl)carbamate C12(CCC(C1)C2)NC([C@@H](C2CCCC2)NC([O-])=O)=O